6,6-difluoro-N-(7-methoxy-4-(1-methyl-3-phenyl-1H-pyrazol-4-yl)pyrido[3,2-d]pyrimidin-6-yl)-3-methyl-3-azabicyclo[3.1.0]hexane-1-carboxamide FC1(C2CN(CC12C(=O)NC=1C(=CC=2N=CN=C(C2N1)C=1C(=NN(C1)C)C1=CC=CC=C1)OC)C)F